CC(COCC(CBr)(C)Br)(CBr)Br 2-methyl-2,3-dibromopropyl ether